ClC1=C(C(N(C2=CC(=CC=C12)Cl)C=1C=NC=CC1)=O)[N+](=O)[O-] 4,7-dichloro-3-nitro-1-(pyridin-3-yl)quinolin-2(1H)-one